2-Methoxy-4-(4-methoxy-phenyl)-6-thiophen-2-yl-nicotinonitrile COC1=C(C#N)C(=CC(=N1)C=1SC=CC1)C1=CC=C(C=C1)OC